1,4-bis(dimethoxyphenyl-silyl)butane CO[Si](CCCC[Si](C1=CC=CC=C1)(OC)OC)(C1=CC=CC=C1)OC